FC1=C(C(=CC(=C1)Br)F)C=1N=C2N(C=CC(=C2)C)C1C[C@H]1CNCCO1 (S)-2-((2-(2,6-difluoro-4-bromophenyl)-7-methylimidazo[1,2-a]pyridin-3-yl)-methyl)morpholine